6-chloro-N-(5-fluoro-6-methoxypyridin-3-yl)pyrido[3,2-d]pyrimidin-4-amine ClC=1C=CC=2N=CN=C(C2N1)NC=1C=NC(=C(C1)F)OC